C(C1=CC=CC=C1)=C1C(C2=CC(=C(C=C2C1(C)C)OC)OC)=O 2-benzylidene-5,6-dimethoxy-3,3-dimethylinden-1-one